3,7-dimethylocta-1,6-dien-3-yl benzoate (LINALYL BENZOATE) C(C)(C=C)(CCC=C(C)C)C1=C(C(=O)O)C=CC=C1.C(C1=CC=CC=C1)(=O)OC(C=C)(CCC=C(C)C)C